ClC[C@]1([C@H]([C@@H]([C@@H](O1)N1C(NC(C(=C1)F)=O)=O)F)O)CO 1-[(2R,3S,4R,5R)-5-(chloromethyl)-3-fluoro-4-hydroxy-5-(hydroxymethyl)oxolan-2-yl]-5-fluoro-3H-pyrimidine-2,4-dione